tert-Butyl 3-(5-chloro-7-(thiazol-4-yl)-4-(trifluoromethoxy)benzo[d]oxazol-2-yl)-3,8-diazabicyclo[3.2.1]octane-8-carboxylate ClC=1C=C(C2=C(N=C(O2)N2CC3CCC(C2)N3C(=O)OC(C)(C)C)C1OC(F)(F)F)C=1N=CSC1